C(C)C(CSC1=CC(=C(C=O)C=C1)O)CCCC 4-[(2-ethylhexyl)thio]-2-hydroxybenzaldehyde